N-(4-((S)-2-(4-Chloro-2-fluorophenyl)propyl)-6-(((R)-1-hydroxy-4-methylpentan-2-yl)amino)-1,3,5-triazin-2-yl)methanesulfonamide ClC1=CC(=C(C=C1)[C@H](CC1=NC(=NC(=N1)N[C@@H](CO)CC(C)C)NS(=O)(=O)C)C)F